FC1=CC=2C3=NNC=4C=CC(O[C@@H](CCNC(OCC(=C1)C2)=O)C)=CC34 |o1:12| (13R) or (13S)-4-fluoro-13-methyl-8,14-dioxa-10,19,20-triazatetracyclo[13.5.2.12,6.018,21]tricosa-1(20),2(23),3,5,15(22),16,18(21)-heptaen-9-one